N(=O)[O-].N(=O)[O-].[NH4+].[NH4+] Ammonium nitrite nitrite